(4-(Trifluoromethyl)phenyl)boronic acid FC(C1=CC=C(C=C1)B(O)O)(F)F